C(C)(C)(C)NC=1C=C2C=CC=3C(=CC=C4N=CC5=C(C(=CC=C5C34)C3=CC=CC=C3)C3=CC=CC=C3)C2=CC1 2-(t-butylamino)-9,10-diphenylnaphtho[2,1-a]phenanthridine